2-[2-hydroxy-4-(2-hydroxyethyl)phenyl]-4,6-bis(2-hydroxy-4-methylphenyl)-s-triazine OC1=C(C=CC(=C1)CCO)C1=NC(=NC(=N1)C1=C(C=C(C=C1)C)O)C1=C(C=C(C=C1)C)O